(E)-4-(3-(2-methoxyethyl)-5-(2-(1-(m-tolyl)ethylidene)hydrazinyl)-3H-imidazo[4,5-b]pyridin-7-yl)morpholine COCCN1C=NC=2C1=NC(=CC2N2CCOCC2)N/N=C(\C)/C=2C=C(C=CC2)C